enanthamide C(CCCCCC)(=O)N